dimethyl(2,4,6-trichlorophenyl)silane C[SiH](C1=C(C=C(C=C1Cl)Cl)Cl)C